CC1(C2=CC=CC=C2C2=C1C=1C=CC=3NC4=CC=CC=C4C3C1S2)C 8,8-dimethyl-5,8-dihydroindeno[2',1':4,5]thieno[3,2-c]carbazole